C1(CC1)C1=C(C(NC2=CC=NC(=C12)OC)=O)[C@H](C(=O)N[C@@H](C)C1=C(C=C(C=C1)F)F)C (2R)-2-(4-cyclopropyl-5-methoxy-2-oxo-1H-1,6-naphthyridin-3-yl)-N-[(1S)-1-(2,4-difluorophenyl)ethyl]propanamide